benzo[b]Azole N1C2=C(C=C1)C=CC=C2